C[C@H]1CC[C@H]\\2[C@@H](CC/C2=C(/[C@@]3([C@@H]1C[C@]4(CC[C@@H]([C@@H]4C3)C(C)C)C)O)\\C)C The molecule is a tetracyclic sesterterpenoid obtained by by expressing a small gene cluster consisting of a terpene synthase (Nf SS) and a cytochrome P450 monooxygenase (Nf P450). It is a sesterterpenoid, a carbopolycyclic compound and a tertiary allylic alcohol.